F[C@@H]1CN(CC[C@@H]1NC1=NN2C(C(=N1)OC)=C(C(=C2)F)C=2C=CC1=C(N(N=N1)CCCF)C2)C(C([2H])([2H])[2H])=O 1-((3R,4S)-3-fluoro-4-((6-fluoro-5-(1-(3-fluoropropyl)-1H-benzo[d][1,2,3]triazol-6-yl)-4-methoxypyrrolo[2,1-f][1,2,4]triazin-2-yl)amino)piperidin-1-yl)ethan-1-one-2,2,2-d3